(4R*,5S*)-2-methyl-2-azabicyclo[2.2.1]heptan CN1C2CC[C@@H](C1)C2 |o1:5|